O1COC2=C1C=CC(=C2)C=2C(=NNC2)C 4-(1,3-benzodioxol-5-yl)-3-methyl-1H-pyrazole